NC1=NC(=NC(=N1)NCCN)NCCN amino-4,6-di(2-aminoethyl)amino-1,3,5-triazine